S(=O)(C1=CC=C(C=C1)N)(=O)NCC1=CC=CC=C1 p-sulfanilyl-benzylamine